ClC=1C=C(C=CC1Cl)NC(=O)N1CC2=CN=C(C=C2CC1)F N-(3,4-dichlorophenyl)-6-fluoro-3,4-dihydro-2,7-naphthyridine-2(1H)-carboxamide